14-chloro-4,6,8,10,12-pentamethylpentadecyl heptyloxymethyl ether C(CCCCCC)OCOCCCC(CC(CC(CC(CC(CC(C)Cl)C)C)C)C)C